C(C)OC(=O)C=1NC2=CC(=CC=C2C1)N1CCN(CC1)C 6-(4-methylpiperazin-1-yl)-1H-indole-2-carboxylic acid ethyl ester